Cl.N1(CCCC12CCNCC2)CC2=C(C=C(C=C2)C(F)(F)F)NCC(=O)O (2-((1,8-diazaspiro[4.5]decan-1-yl)methyl)-5-(trifluoromethyl)phenyl)glycine hydrochloride